(1r,3r)-3-((6-bromopyridin-3-yl)oxy)cyclobutan-1-ol BrC1=CC=C(C=N1)OC1CC(C1)O